C(#N)C1=CC=C2CC3(CCN(CC3)C(=O)[O-])C(C2=C1)=O 6-cyano-1-oxo-1,3-dihydrospiro[indene-2,4'-piperidine]-1'-carboxylate